C(C)C1=CC(=NC(=N1)C)NC1=NN2C(C=C(C=C2)C2=C(C=NN2C)OC[C@H]2N(CC2)C(=O)OC(C)(C)C)=C1 (S)-tert-butyl 2-(((5-(2-((6-ethyl-2-methylpyrimidin-4-yl)amino)pyrazolo[1,5-a]pyridin-5-yl)-1-methyl-1H-pyrazol-4-yl)oxy)methyl)azetidine-1-carboxylate